C(\C=C\C=C\CC)=O (E,E)-2,4-heptadien-1-al